1-(3-chloro-5'-fluoro-2'-hydroxy-3'-(5-(4-isopropylpiperazin-1-yl)-6-(methylthio)pyridin-3-yl)-[1,1'-biphenyl]-4-yl)-3-methyl-1H-imidazol-2(3H)-one ClC=1C=C(C=CC1N1C(N(C=C1)C)=O)C1=C(C(=CC(=C1)F)C=1C=NC(=C(C1)N1CCN(CC1)C(C)C)SC)O